The molecule is an isoquinoline alkaloid having a tetrahydroisoquinoline core with 3,4-dihydroxybenzyl, methoxy and hydroxy groups at the 1-, 6- and 7-positions respectively; major species at pH 7.3. It has a role as a mouse metabolite. It is an isoquinoline alkaloid and a member of isoquinolines. It derives from a coclaurine. It is a conjugate base of a (S)-3'-hydroxy-N-methylcoclaurinium(1+). CN1CCC2=CC(=C(C=C2[C@@H]1CC3=CC(=C(C=C3)O)O)O)OC